ClC1=C(C=CC=C1)NS(=O)(=O)C1=C(C=CC=C1)NC(=O)NS(=O)(=O)C1=CC=C(C)C=C1 N-(2-Chlorophenyl)-2-(3-tosylureido)benzenesulfonamide